1-(p-Toluenesulfonyl)imidazole CC1=CC=C(C=C1)S(=O)(=O)N2C=CN=C2